2,2,2-trifluoro-1-(5-fluoropyridin-2-yl)ethan-1-ol FC(C(O)C1=NC=C(C=C1)F)(F)F